((3R,4S)-3-fluoro-1-(2-oxo-2,3-dihydro-1H-imidazo[4,5-b]pyridin-6-yl)piperidin-4-yl)-1-methyl-3-(1-methyl-2-oxo-5-(trifluoromethyl)-1,2-dihydropyridin-3-yl)urea F[C@@H]1CN(CC[C@@H]1N(C(=O)NC=1C(N(C=C(C1)C(F)(F)F)C)=O)C)C=1C=C2C(=NC1)NC(N2)=O